ClC=1N=CC=C2C1NC=C2 7-chloro-1H-pyrrolo[2,3-c]pyridine